C1(CC1)C=1C(=NC=CC1)CNC(=O)[C@@H]1CCN(C2(CC2)C1)C(=O)C1=CC(=NN1)C1=CC(=NC=C1F)C (R)-N-((3-cyclopropylpyridin-2-yl)methyl)-4-(3-(5-fluoro-2-methylpyridin-4-yl)-1H-pyrazole-5-carbonyl)-4-azaspiro[2.5]Octane-7-carboxamide